N[C@@H]1C[C@@H](CC1)CNC(OCC1=CC=CC=C1)=O |r| benzyl N-[(rac-(1R,3S)-3-aminocyclopentyl)methyl]carbamate